beta-homotyrosine N[C@@H](CC1=CC=C(C=C1)O)CC(=O)O